BrC(C(=O)OC)(F)F Methyl bromodifluoroacetate